Tertiary butoxide CC(C)(C)[O-]